3,3-Dimethylbutan-2-ol CC(C(C)O)(C)C